2-(2-(3-((3-(9H-purin-6-yl)pyridin-2-yl)amino)-4-methylphenyl)-1H-benzo[d]imidazol-6-yl)-2-methylpropanenitrile N1=CN=C2NC=NC2=C1C=1C(=NC=CC1)NC=1C=C(C=CC1C)C1=NC2=C(N1)C=C(C=C2)C(C#N)(C)C